NC1=C(C=CC=C1)C(C1=NC(=NC=C1C(F)(F)F)N[C@@H]1CNCCC1)(F)F 4-[(2-aminophenyl)difluoromethyl]-N-[(3S)-piperidin-3-yl]-5-(trifluoromethyl)pyrimidin-2-amine